4-((9-(3-Cyanoadamantan-1-yl)-7-methyl-8-oxo-8,9-dihydro-7H-purin-2-yl)amino)-2-fluoro-5-methylbenzamide C(#N)C12CC3(CC(CC(C1)C3)C2)N2C3=NC(=NC=C3N(C2=O)C)NC2=CC(=C(C(=O)N)C=C2C)F